dipropoxy-4,4'-diaminobiphenyl C(CC)OC=1C(=C(C=CC1N)C1=CC=C(C=C1)N)OCCC